4-(2-methylpyridin-4-yl)-N-(4-(methylsulfonyl)-3-(trifluoromethyl)phenyl)thiazol-2-amine CC1=NC=CC(=C1)C=1N=C(SC1)NC1=CC(=C(C=C1)S(=O)(=O)C)C(F)(F)F